IC=1C=C(C=CC1OC)C1=C(N=CS1)C(=O)OCC ethyl 5-(3-iodo-4-methoxyphenyl)thiazole-4-carboxylate